2-{1-(cyclopropylmethyl)-3-[(3-methoxy-1-methyl-1H-pyrazol-4-yl)amino]-1H-indazol-6-yl}propan-2-ol C1(CC1)CN1N=C(C2=CC=C(C=C12)C(C)(C)O)NC=1C(=NN(C1)C)OC